(2S)-3-[3-[(2-Fluoro-3-methoxy-phenyl)carbamoylamino]phenyl]-2-[(3R)-pyrrolidin-3-yl]propanoic acid FC1=C(C=CC=C1OC)NC(=O)NC=1C=C(C=CC1)C[C@H](C(=O)O)[C@@H]1CNCC1